C1(CC1)S(=O)(=O)NC1=CN=CC(=N1)[C@@](C(=O)NC1=NC=C(C=C1)C1=NC(=CN=C1)OCC)(CC)F 2-(6-(cyclopropanesulfonamido)pyrazin-2-yl)-N-(5-(6-ethoxypyrazin-2-yl)pyridin-2-yl)-2-(R)-fluorobutanamide